(2S)-2-({5-[(1R)-1-[(5-chloro-2-methylpyridin-3-yl)amino]ethyl]thiophen-2-yl}formamido)-3-cyclopentyl-N-[(1R)-2,2-difluorocyclopropyl]propanamide ClC=1C=C(C(=NC1)C)N[C@H](C)C1=CC=C(S1)C(=O)N[C@H](C(=O)N[C@H]1C(C1)(F)F)CC1CCCC1